N-[6-(5-chloro-1,3-benzoxazol-2-yl)spiro[3.3]heptan-2-yl]-5-(oxetan-3-ylmethylsulfonyl)furan-2-carboxamide ClC=1C=CC2=C(N=C(O2)C2CC3(CC(C3)NC(=O)C=3OC(=CC3)S(=O)(=O)CC3COC3)C2)C1